(4-octyloxyphenyl)phenyl-iodonium hexafluoroantimonate F[Sb-](F)(F)(F)(F)F.C(CCCCCCC)OC1=CC=C(C=C1)[I+]C1=CC=CC=C1